7-(1-(5-((5-Chloro-4-fluoro-2,3-dihydro-1H-inden-2-yl)amino)pyridin-2-yl)-2,2,2-trifluoroethyl)-2,7-diazaspiro[4.5]decane-1,6-dione ClC=1C(=C2CC(CC2=CC1)NC=1C=CC(=NC1)C(C(F)(F)F)N1C(C2(CCNC2=O)CCC1)=O)F